O(C1=CC=CC=C1)C1=CC=C(C=C1)C(CC1=NCCC2=C1NC1=CC(=CC=C21)OC)CC2=NCCC1=C2NC2=CC(=CC=C12)OC 1,1'-(2-(4-phenoxyphenyl)propane-1,3-diyl)bis(7-methoxy-4,9-dihydro-3H-pyrido[3,4-b]indole)